CN[C@@H](CC1=CC=C(C=C1)Br)C(=O)O methyl-(3aS,6R,6aS)-4-bromophenylalanine